C(#N)C=1C=C(C=C(C1)F)[C@@H]1CC=NN1C(=O)N1CC(C1)OC1=C(C=CC(=N1)C1=C(C(=NN1C)C#N)C)F (S)-5-(6-((1-(5-(3-cyano-5-fluorophenyl)-4,5-dihydro-1H-pyrazole-1-carbonyl)azetidin-3-yl)oxy)-5-fluoropyridin-2-yl)-1,4-dimethyl-1H-pyrazole-3-carbonitrile